(+/-)-2-phenyl-4-methyl-2-hexenal CCC(C)C=C(C=O)C1=CC=CC=C1